C(C)(C)(C)OC(=O)N1C[C@H](CC1)N1N=C(C=2C(=NC=C(C21)C=2SC=CN2)N)C#CC2=CC1=C(N(C=N1)C)C=C2F.C(C=CC2=CC=CC=C2)C(C(C)=O)CC=CC2=CC=CC=C2 dicinnamyl-acetone tert-butyl-(3S)-3-[4-amino-3-[2-(6-fluoro-1-methyl-benzo[d]imidazol-5-yl)ethynyl]-7-thiazol-2-yl-pyrazolo[4,3-c]pyridin-1-yl]pyrrolidine-1-carboxylate